4-cyano-5-methyl-2,5-dihydrofuran-3-yl trifluoromethanesulfonate FC(S(=O)(=O)OC=1COC(C1C#N)C)(F)F